FC1=C(C(=CC=C1)C)N1N=C2C(=CC1=O)NNC2=O 5-(2-fluoro-6-methylphenyl)-1H-pyrazolo[4,3-c]pyridazine-3,6(2H,5H)-dione